BrCCCCCCC(C(F)(F)F)=O 8-Bromo-1,1,1-trifluorooctan-2-on